2-fluoro-1'-(3-(5-fluoro-7-methyl-4-oxo-4,7-dihydro-3H-pyrrolo[2,3-d]pyrimidin-2-yl)cyclopent-2-en-1-yl)-N-methyl-1',2',3',6'-tetrahydro-[3,4'-bipyridine]-6-carboxamide FC1=NC(=CC=C1C=1CCN(CC1)C1C=C(CC1)C=1NC(C2=C(N1)N(C=C2F)C)=O)C(=O)NC